C(C)(C)(C)OC(NC1=C(C=C(C=C1)C=1SC(=CC1)Cl)[N+](=O)[O-])=O N-[4-(5-chloro-2-thienyl)-2-nitro-phenyl]carbamic acid tert-butyl ester